7-bromo-6-chloro-5-((2R)-3,3-difluoro-2-((tetrahydrofuran-3-yl)amino)propoxy)-8-fluoro-2-(((2R,7aS)-2-fluorotetrahydro-1H-pyrrolizin-7a(5H)-yl)methoxy)quinazolin-4-ol BrC1=C(C(=C2C(=NC(=NC2=C1F)OC[C@]12CCCN2C[C@@H](C1)F)O)OC[C@H](C(F)F)NC1COCC1)Cl